C(C)(C)(C)OC(N(C)[C@H](C(=O)NCCC1=CC(=CC=C1)NC1=NC(=C(N=C1C(N)=O)CC)C)C)=O.NC1=CC=C(OC2=C(C)C(=CC=C2)OC2=CC=C(C=C2)N)C=C1 2,6-bis(4-aminophenoxy)toluene tert-butyl-(S)-(1-((3-((3-carbamoyl-5-ethyl-6-methylpyrazin-2-yl)amino)phenethyl)amino)-1-oxopropan-2-yl)(methyl)carbamate